(25S)-spirostane C[C@H]1[C@H]2[C@H](C[C@H]3[C@@H]4CCC5CCCC[C@]5(C)[C@H]4CC[C@]23C)O[C@]12CC[C@H](C)CO2